N1(CCC[C@H]2CCCC[C@H]12)C([C@@H](CO)N(CC=1C(=NC(=CC1)OC)OC)C1CC1)=O (2R)-1-[(4aR,8aS)-3,4,4a,5,6,7,8,8a-Octahydro-2H-quinolin-1-yl]-2-[cyclopropyl-[(2,6-dimethoxy-3-pyridyl)methyl]amino]-3-hydroxy-propan-1-one